C(C1=CC=CC=C1)N1C(N(C2=CC=CC=C2C1=O)CC1=CC=C(C(=O)NO)C=C1)=O 4-((3-benzyl-2,4-dioxo-3,4-dihydroquinazolin-1(2H)-yl)methyl)-N-hydroxybenzoamide